8-(2,6-difluorophenyl)-N-(4-morpholinylphenyl)quinazolin-2-amine FC1=C(C(=CC=C1)F)C=1C=CC=C2C=NC(=NC12)NC1=CC=C(C=C1)N1CCOCC1